(R)-2-(2-(2,2-dimethyl-1,3-dioxolan-4-yl)ethyl)-6-((2-methyl-6-(trifluoromethyl)pyridin-3-yl)sulfonyl)-2,6-diazaspiro[3.3]heptane CC1(OC[C@H](O1)CCN1CC2(C1)CN(C2)S(=O)(=O)C=2C(=NC(=CC2)C(F)(F)F)C)C